C1OC=2C=C(CC3=C4C(NC(C4=CC=C3)=O)=N)C=CC2O1 (3,4-methylenedioxybenzyl)-3-iminoisoindolone